COCCOC1=C(C=C2C=CN(C2=C1)C)OC1=CC(=NC=C1)NC(C)(CC(C)(C)C)C 6-(2-methoxyethoxy)-N-methyl-5-({2-[(2,4,4-trimethylpentan-2-yl)amino]pyridin-4-yl}oxy)-1H-indole